N1(CCC1)C[C@@H](C(=O)N[C@@H](C(F)F)C1=CC(=CC=C1)F)CC (s)-2-(azetidin-1-ylmethyl)-N-((R)-2,2-difluoro-1-(3-fluorophenyl)ethyl)butanamide